[Li].C1(=CC=CC=C1)\C=C\C(=O)C1=CC=CC=C1 chalcone lithium salt